C1(=CC=CC=C1)S(=O)(=O)[C@]12CCN([C@@H]2CCC2=C1C=CC(=C2)OCC2=C(C=CC=C2F)Cl)C(CN2CCS(CC2)(=O)=O)=O 4-{2-[(3aR,9bR)-9b-(benzenesulfonyl)-7-[(2-chloro-6-fluorophenyl)methoxy]-1H,2H,3H,3aH,4H,5H,9bH-benzo[e]indol-3-yl]-2-oxoethyl}-1λ6-thiomorpholine-1,1-dione